C1=C(C=CC2=CC=CC=C12)C1N=CC=CC=C1C1=CC(=C(C(=C1)OC)OC)OC 2-(naphthalen-2-yl)-3-(3,4,5-trimethoxyphenyl)-2H-azepine